NC1=NNC2=C1C(=NC=C2I)C2=CC=C(CNC(C1=C(C=CC(=C1)F)OC)=O)C=C2 N-(4-(3-amino-7-iodo-1H-pyrazolo[4,3-c]pyridin-4-yl)benzyl)-5-fluoro-2-methoxybenzamide